COC1=CC(=CN=N1)C=1C=CC(=C(C1)O)C=1N=NC(=CC1)N1CC(CC1)NC1CC(C1)O 5-(6-methoxypyridazin-4-yl)-2-[6-(3-{[(1s,3s)-3-hydroxycyclobutyl]amino}pyrrolidin-1-yl)pyridazin-3-yl]phenol